COC=1C=C(C=CC1OC)C=1NC2=CC=C(C=C2C1C(C)C)C1CCN(CC1)C(CNC1CCC(CC1)N(C)C)=O 1-(4-(2-(3,4-dimethoxyphenyl)-3-isopropyl-1H-indol-5-yl)piperidin-1-yl)-2-((4-(dimethylamino)cyclohexyl)amino)ethan-1-one